CNC(C1=NC=C(C=C1)N1CCN(CC1)CC1=CC(=NC=C1)NC(=O)NC)=O N-methyl-5-(4-((2-(3-methylureido)pyridin-4-yl)methyl)piperazin-1-yl)picolinamide